SC(=O)C1=CC=CC=C1 sulfanyl(phenyl)methanone